FC1(OC(OC(C1(C(F)(F)F)F)(F)F)=C(F)F)F perfluoro-5-methyl-2-methylene-1,3-dioxane